(3-(3,6-difluoro-9H-carbazol-9-yl)-2-hydroxypropyl)-4-methylimidazolidin-2-one FC=1C=CC=2N(C3=CC=C(C=C3C2C1)F)CC(CN1C(NC(C1)C)=O)O